FC1=CC=C(C=C1)N1N=C(C=C1N)C1=CC=CC=C1 1-(4-fluorophenyl)-3-phenyl-1H-pyrazol-5-amine